4-bromo-2-[(4-methoxyphenyl)methyl]phthalazin-1-one BrC1=NN(C(C2=CC=CC=C12)=O)CC1=CC=C(C=C1)OC